CCOC(=O)/C(=C/C1=C(C=CC(=C1)N2C(=O)C3=C(C2=O)CCCC3)Cl)/Cl The molecule is a carboxylic ester and organochlorine compound that is the ethyl ester of cinidon. It has a role as a herbicide. It is a member of isoindoles, a member of monochlorobenzenes and an ethyl ester.